FC(C=1C=C(C=CC1)C(C)=O)(F)F (E)-1-[3-(trifluoromethyl)phenyl]-ethanone